Cl.COC([C@H](CCCCN)NC(=O)N1C=CC2=C1N=CN=C2C=2C=NN(C2)[C@H](CC#N)C2CCCC2)=O (2S)-6-amino-2-[[4-[1-[(1R)-2-cyano-1-cyclopentyl-ethyl]pyrazol-4-yl]pyrrolo[2,3-d]pyrimidine-7-carbonyl]amino]hexanoic acid methyl ester hydrochloride